ClC=1C=C(C=C(C1OC=1C=C2C(=NNC2=CC1)NC(C)C)Cl)N1N=C(C(NC1=O)=O)C#N 2-(3,5-dichloro-4-((3-(isopropyl-amino)-1H-indazol-5-yl)oxy)phenyl)-3,5-dioxo-2,3,4,5-tetrahydro-1,2,4-triazine-6-carbonitrile